ClC1=C(C(=CC=C1)F)N1N=C(C(=C1)NC1=CC=C(C=C1)C(C(C)(C)C)=O)C(=O)N 1-(2-chloro-6-fluorophenyl)-4-((4-pivaloylphenyl)amino)-1H-pyrazole-3-carboxamide